N-[(2-chlorothiazole-5-yl)methyl]-N-ethyl-6-methoxy-3-nitropyridine-2-amine ClC=1SC(=CN1)CN(C1=NC(=CC=C1[N+](=O)[O-])OC)CC